7-butyl-tricyclo[4.2.2.02,5]-7-decene C(CCC)C=1C2C3CCC3C(C1)CC2